4-(4-hydroxy-2-methylquinolin-6-yl)piperazine OC1=CC(=NC2=CC=C(C=C12)N1CCNCC1)C